N-((1R,4R)-4-((methyl(4-((2-(6-(2,2,2-trifluoroethyl)quinazolin-4-yl)-2,7-diazaspiro[3.5]nonan-7-yl)methyl)phenyl)amino)methyl)cyclohexyl)ethanesulfonamide CN(C1=CC=C(C=C1)CN1CCC2(CN(C2)C2=NC=NC3=CC=C(C=C23)CC(F)(F)F)CC1)CC1CCC(CC1)NS(=O)(=O)CC